BrC1=CC2=C(C(CO2)(C(=O)OCC)NC(=O)N)C=C1 ethyl 6-bromo-3-ureido-2H-benzofuran-3-carboxylate